FC=1C=2N(C=C(C1)C(=O)NC=1C=NC(=CC1)N1CCNCC1)C=C(N2)C 8-fluoro-2-methyl-N-(6-(piperazin-1-yl)pyridin-3-yl)imidazo[1,2-a]pyridine-6-carboxamide